C1(=CC=CC=C1)C(C(C1=CC=CC=C1)(OO)OO)(OO)OO 1,2-diphenyl-tetrahydroperoxy-ethane